COC=1C=C(C=CC1OC(F)(F)F)B(O)O 3-METHOXY-4-(TRIFLUOROMETHOXY)PHENYLBORONIC ACID